1-[4-[6-bromo-1-[2-(trifluoromethoxy)ethyl]benzimidazol-2-yl]-1-piperidinyl]ethanone BrC=1C=CC2=C(N(C(=N2)C2CCN(CC2)C(C)=O)CCOC(F)(F)F)C1